O=S1N=CC=CC=C1 oxo-thiazepine